(S)-N-(1-cycloheptyl-2-((2-fluoro-4-(2-methyl-1-oxo-1-((2,2,2-trifluoroethyl)amino)propan-2-yl)phenyl)amino)-2-oxoethyl)-1-ethyl-1H-pyrazole-5-carboxamide C1(CCCCCC1)[C@@H](C(=O)NC1=C(C=C(C=C1)C(C(NCC(F)(F)F)=O)(C)C)F)NC(=O)C1=CC=NN1CC